3-{4-[8-amino-3-methyl-5-(1,2,3,4-tetrahydroisoquinolin-5-yl)imidazo[1,5-a]pyrazin-1-yl]naphthalen-1-yl}-1-[3-(trifluoromethyl)phenyl]urea NC=1C=2N(C(=CN1)C1=C3CCNCC3=CC=C1)C(=NC2C2=CC=C(C1=CC=CC=C21)NC(NC2=CC(=CC=C2)C(F)(F)F)=O)C